3-([1,1'-biphenyl]-4-yl)-2-aminopropanoic acid C1(=CC=C(C=C1)CC(C(=O)O)N)C1=CC=CC=C1